CC1(CC(CC1)=O)C 3,3-Dimethylcyclopentanone